OCC1=CC(=CS1)C1=CC=2N(C=C1)C(=NN2)C(=O)NC=2C(=NC=C(C2)NC(C[C@H]2N(CCC2)C(C)C)=O)C (S)-7-(5-(hydroxymethyl)thiophen-3-yl)-N-(5-(2-(1-isopropylpyrrolidin-2-yl)acetamido)-2-methylpyridin-3-yl)-[1,2,4]triazolo[4,3-a]pyridine-3-carboxamide